bis(tetrachloro-1,2-benzenediol) phosphate P(=O)(O)(O)O.ClC=1C(=C(C(=C(C1O)O)Cl)Cl)Cl.ClC=1C(=C(C(=C(C1O)O)Cl)Cl)Cl